[C@H]12CN(C[C@H](CC1)N2)C=2C1=CN(N=C1C(=CC2)C(=O)NC=2C=C(C=1N(C2)C=C(N1)C)F)CC 4-[(1R,5S)-3,8-diazabicyclo[3.2.1]octan-3-yl]-2-ethyl-N-{8-fluoro-2-methylimidazo[1,2-a]pyridin-6-yl}indazole-7-carboxamide